FC1=C(OC2CCN(CC2)C2=NC(=NC=C2[N+](=O)[O-])C(=O)N(C)C)C=CC(=C1)F 4-(4-(2,4-difluorophenoxy)piperidin-1-yl)-N,N-dimethyl-5-nitropyrimidine-2-carboxamide